tert-butyl 7-methyl-5-(4,4,5,5-tetramethyl-1,3,2-dioxaborolan-2-yl)Indazole-1-carboxylate CC=1C=C(C=C2C=NN(C12)C(=O)OC(C)(C)C)B1OC(C(O1)(C)C)(C)C